N-[5-(2-fluoro-5-nitrophenyl)-1H-indazol-3-yl]-1-methylpiperidine-4-carboxamide hydrochloride Cl.FC1=C(C=C(C=C1)[N+](=O)[O-])C=1C=C2C(=NNC2=CC1)NC(=O)C1CCN(CC1)C